C=CC1=[NH+]C=CC=C1 methylenepicolinium